C(C1=CC=CC=C1)OC(=O)NC=1C(=CSC1)[C@H]1[C@H](CN(C1)C(=O)OC(C)(C)C)C(=O)OCC 1-(tert-Butyl) 3-ethyl (3r,4r)-4-(4-(((benzyloxy)carbonyl)amino)thiophen-3-yl)pyrrolidine-1,3-dicarboxylate